(6aR,9R)-N,N-diethyl-7-(3-methoxybenzyl)-4,6,6a,7,8,9-hexahydroindolo[4,3-fg]quinoline-9-carboxamide C(C)N(C(=O)[C@H]1CN([C@@H]2CC=3C4=C(C2=C1)C=CC=C4NC3)CC3=CC(=CC=C3)OC)CC